4-Isopropyl-5-(8-methyl-[1,2,4]triazolo[1,5-a]pyridin-6-yl)-N-(1-(1-(methylsulfonyl)propan-2-yl)piperidin-4-yl)-1H-pyrazole-3-carboxamide C(C)(C)C=1C(=NNC1C=1C=C(C=2N(C1)N=CN2)C)C(=O)NC2CCN(CC2)C(CS(=O)(=O)C)C